(3-(trifluoromethyl)benzyl)-phosphonium bromide [Br-].FC(C=1C=C(C[PH3+])C=CC1)(F)F